O1CC(C1)CCCCCCCCCCC(=O)N 11-(oxetan-3-yl)undecanamide